1-[6-bromo-1-[(4-methoxyphenyl)methyl]indazol-3-yl]ethanol BrC1=CC=C2C(=NN(C2=C1)CC1=CC=C(C=C1)OC)C(C)O